CC(C)(C)[NH3+] 2-methyl-Propan-2-aminium